C(C)OC(=O)COCC(=O)C1=CC=CC=C1 ethoxycarbonylmethoxyacetophenone